COC1=CC=C2C=CN(C2=C1)S(=O)(=O)C1=CC=CC=C1 6-methoxy-1-(benzenesulfonyl)-1H-indole